CC1=CC(=NO1)C=O 5-METHYLISOXAZOLE-3-CARBOXALDEHYDE